F[C@H]1C[C@H](N(C1)S(=O)(=O)C)CN1CCCC2=C1N=NC(=C2)C2=C(C=C(C=C2C)C(F)(F)F)O 2-(8-(((2S,4S)-4-fluoro-1-(methylsulfonyl)pyrrolidin-2-yl)methyl)-5,6,7,8-tetrahydropyrido[2,3-c]pyridazin-3-yl)-3-methyl-5-(trifluoromethyl)phenol